C(C)(C)(C)OC(=O)N[C@H](C(=O)NCCCC[C@H](N)C(=O)O)CCC(=O)OC N6-((S)-2-((tert-butoxycarbonyl)amino)-5-methoxy-5-oxopentanoyl)-L-lysine